2-methyl-5-[2-[(2S)-2-methylazetidin-1-yl]-6,7-dihydro-5H-cyclopenta[d]pyrimidin-4-yl]isoindolin-1-one CN1C(C2=CC=C(C=C2C1)C=1C2=C(N=C(N1)N1[C@H](CC1)C)CCC2)=O